F[C@@H]1C[C@H](N(C1)C(=O)[C@@]1(OCCCC1)C(F)(F)F)C(=O)O (2S,4R)-4-fluoro-1-((R)-2-(trifluoromethyl)tetrahydro-2H-pyran-2-carbonyl)pyrrolidine-2-carboxylic acid